C(C)C(COP(=O)(OCC(CCCC)CC)C(C(=O)O)CC1=CC=CC=C1)CCCC (di((2-ethylhexyl)oxy)phosphoryl)-3-phenylpropionic acid